C1(CCCCC1)NC(=O)NC(C1=C(C=CC=C1O)O)=O N-(cyclohexylcarbamoyl)-2,6-dihydroxybenzamide